5-[(1R)-1-(3,5-dichloro-4-pyridyl)ethoxy]-3-[2-(8-methylsulfonyl-2,8-diazaspiro[3.5]nonan-2-yl)pyrimidin-5-yl]-1H-indazole ClC=1C=NC=C(C1[C@@H](C)OC=1C=C2C(=NNC2=CC1)C=1C=NC(=NC1)N1CC2(C1)CCCN(C2)S(=O)(=O)C)Cl